3-(3,5-Difluorophenyl)acrolein FC=1C=C(C=C(C1)F)C=CC=O